FC(C(=O)O)(F)F.FC(C(=O)O)(F)F.O1CCN(CC1)CCC(=O)NC1(CCNCC1)CC1=NC=CC=C1 3-morpholino-N-(4-(pyridin-2-ylmethyl)piperidin-4-yl)propanamide bis(2,2,2-trifluoroacetate)